O[Si](O)(O)CCCNC1=NC=NC=N1 6-trihydroxysilylpropylamino-1,3,5-triazine